N-hydroxy-4-((5-(thiophen-2-yl)-1H-tetrazol-1-yl)methyl)benzamide methyl-6-fluoro-1-methyl-2-oxo-1,2,3,4-tetrahydroquinoline-7-carboxylate COC(=O)C1=C(C=C2CCC(N(C2=C1)C)=O)F.ONC(C1=CC=C(C=C1)CN1N=NN=C1C=1SC=CC1)=O